6-(difluoromethyl)pyrazolo[1,5-a]pyridine-3-sulfonyl chloride FC(C=1C=CC=2N(C1)N=CC2S(=O)(=O)Cl)F